azabicyclo[3.1.0]hexane-6-carboxylic acid N12CCCC2C1C(=O)O